N-(4-bromo-2-fluorophenyl)-4-methyl-1H-imidazole-5-carboxamide BrC1=CC(=C(C=C1)NC(=O)C1=C(N=CN1)C)F